C1(=CC=CC=C1)C(CC)C1=CC=CC=2N=C(NC21)C=2C=C(C=CC2)C 1-Phenylpropyl-2-(m-tolyl)-benzo[d]imidazole